(±)-6-Methyl-2-(6-(methylcarbamoyl)pyridin-3-yl)-2,6-dihydropyrrolo[3,4-c]pyrazole C[C@H]1N=CC=2C1=NN(C2)C=2C=NC(=CC2)C(NC)=O |r|